5-((1S,3R)-2-(2,2-Difluoroethyl)-3-methyl-2,3,4,9-tetrahydro-1H-pyrido[3,4-b]indol-1-yl)-2-(((S)-1-propylpyrrolidin-3-yl)methyl)thiazole FC(CN1[C@@H](C=2NC3=CC=CC=C3C2C[C@H]1C)C1=CN=C(S1)C[C@H]1CN(CC1)CCC)F